C(C(=O)O)(=O)O.C1NCC12COCC2.C2NCC21COCC1 6-oxa-2-azaspiro[3.4]octane hemi-oxalate